4-(methylthio)Benzenethiol CSC1=CC=C(C=C1)S